N1=NC=CC2=CC(=CC=C12)C1=CNC=2N=C(N=C(C21)OC)N[C@@H]2CCC(N(C2)C)=O (R)-5-((5-(cinnolin-6-yl)-4-methoxy-7H-pyrrolo[2,3-d]pyrimidin-2-yl)amino)-1-methylpiperidin-2-one